(2-(dimethylamino)ethyl)-6-methoxy-N-methyl-5-nitropyridine-2,3-diamine CN(CCC1=C(C(=NC(=C1[N+](=O)[O-])OC)NC)N)C